1-[(1-methylcyclopropyl)carbonyl]L-prolylamide CC1(CC1)C(=O)N1[C@@H](CCC1)C(=O)[NH-]